N1N=NC=C1C1=CC=C(CN2C3=NC(=NC=C3NC2=O)C2=C(C=CC=C2)C(C)C)C=C1 9-(4-(1H-1,2,3-triazol-5-yl)benzyl)-2-(2-isopropylphenyl)-7,9-dihydro-8H-purin-8-one